1-(4-(6-methyl-[3,4'-bipyridin]-5-yl)phenyl)pyrrolidin-2-one CC1=C(C=C(C=N1)C1=CC=NC=C1)C1=CC=C(C=C1)N1C(CCC1)=O